FC=1C(=NC=CC1CN1CC(CCC1)(C1=CC=CC=C1)O)C=1C=C2CN(C(C2=CC1)=O)C1C(NC(CC1)=O)=O 3-(5-(3-fluoro-4-((3-hydroxy-3-phenylpiperidin-1-yl)methyl)pyridin-2-yl)-1-oxoisoindolin-2-yl)piperidine-2,6-dione